COC(C1=CC(=C(C=C1)C=1C=C2C=NN(C2=CC1)C1=CC(=C(C=C1)F)OCC1=CC=CC=C1)Cl)=O 4-(1-(3-(benzyloxy)-4-fluorophenyl)-1H-indazol-5-yl)-3-chlorobenzoic acid methyl ester